[Ge].[Tm].[Bi] bismuth-thulium germanium